BrC(CBr)(C)C 2-Bromo-isobutyl bromide